N-hydroxy-2-(5-(trifluoromethyl)-4,5,6,7-tetrahydrobenzo[d]oxazol-2-yl)isoindoline-4-carboxamide ONC(=O)C=1C=2CN(CC2C=CC1)C=1OC2=C(N1)CC(CC2)C(F)(F)F